5-(5-fluoro-2,4-dioxo-3,4-dihydropyrimidin-1(2H)-yl)-2-(iodomethyl)-2-methoxytetrahydrofuran-3-yl acetate C(C)(=O)OC1C(OC(C1)N1C(NC(C(=C1)F)=O)=O)(OC)CI